2,6-diaminobenzoic acid NC1=C(C(=O)O)C(=CC=C1)N